OC1CC(C1)CN1C(NC=2C=NC=3N=C(C=CC3C21)OC)=O 1-((3-hydroxycyclobutyl)methyl)-7-methoxy-1,3-dihydro-2H-imidazo[4,5-C][1,8]naphthyridin-2-one